(R)-5-(6-fluoro-5-(2-(5-fluoro-2-methoxypyridin-3-yl)pyrrolidin-1-yl)pyrazolo[1,5-a]pyrimidin-3-yl)-1H-1,2,4-triazole-3-carboxylic acid methyl ester COC(=O)C1=NNC(=N1)C=1C=NN2C1N=C(C(=C2)F)N2[C@H](CCC2)C=2C(=NC=C(C2)F)OC